2-Chloro-6-((2S,5R)-4-((4-chlorophenyl)((S)-2,2-difluorocyclopropyl)methyl)-2,5-dimethylpiperazin-1-yl)-9-(((S)-tetrahydrofuran-2-yl)methyl)-9H-purine ClC1=NC(=C2N=CN(C2=N1)C[C@H]1OCCC1)N1[C@H](CN([C@@H](C1)C)C([C@H]1C(C1)(F)F)C1=CC=C(C=C1)Cl)C